6-hydroxybenzene-1,3-disulfonic acid OC1=CC=C(C=C1S(=O)(=O)O)S(=O)(=O)O